OCC=1OC2=C(C1)C=C(C=C2I)COC2=C(C=CC=C2)CCC(=O)OCC ethyl 3-(2-((2-(hydroxymethyl)-7-iodobenzofuran-5-yl)methoxy)phenyl)propanoate